(2R)-2-aminopentanethioic S-acid N[C@@H](C(S)=O)CCC